TRIAZOLO-AZEPIN N1=NN=C2C1=CC=CC=N2